N[C@H]1CN(CCC1)C(=O)C1=CC=2N(C(=C1)C)C(=C(N2)C=2N(C1=CC=CC=C1C2)CC2=NC=CC=C2)C (R)-(3-Aminopiperidin-1-yl)(3,5-dimethyl-2-(1-(pyridin-2-ylmethyl)-1H-indol-2-yl)imidazo[1,2-a]pyridin-7-yl)methanone